Methyl 5-(1-ethyl-1H-1,2,3-benzotriazol-6-yl)-1H-pyrazole-3-carboxylate C(C)N1N=NC2=C1C=C(C=C2)C2=CC(=NN2)C(=O)OC